7-bromo-5-chloro-2,3-dimethyl-quinoxaline BrC1=CC(=C2N=C(C(=NC2=C1)C)C)Cl